2-ethyl-5-methyl-1-nonene C(C)C(=C)CCC(CCCC)C